2-bromo-6-(cyclobutylmethyl)pyridine BrC1=NC(=CC=C1)CC1CCC1